5-chloro-2-(4'-tert-butyl-4-phenylphenyl)pyrido[3,4-b]pyrazine ClC1=NC=CC=2C1=NC=C(N2)C2=CCC(C=C2)(C2=CC=CC=C2)C(C)(C)C